(Z)-N'-(2-chlorophenyl)-6-(4-methoxy-2-methylphenyl)-4-(((1R,3S)-3-(propylsulfonamido)cyclopentyl)amino)pyrrolo[1,2-b]pyridazine-3-carboximidamide ClC1=C(C=CC=C1)\N=C(/N)\C1=C(C=2N(N=C1)C=C(C2)C2=C(C=C(C=C2)OC)C)N[C@H]2C[C@H](CC2)NS(=O)(=O)CCC